C(C)(C)(C)OC(NC1C(C1)COC1=C(C(=CC=C1)OC)Br)=O (2-((2-bromo-3-methoxyphenoxy)methyl)cyclopropyl)carbamic acid tert-butyl ester